3-{[8-(1-methyl-1H-indol-6-yl)quinoxalin-6-yl]amino}-N-[(pyrimidin-5-yl)methyl]pyridine CN1C=CC2=CC=C(C=C12)C=1C=C(C=C2N=CC=NC12)NC=1CN(C=CC1)CC=1C=NC=NC1